C1(CC1)C(=O)NC1=CC=C(C(=O)NNC(=O)C2=C(C(=O)O)C(=CC=C2F)F)C=C1 2-(2-(4-(cyclopropanecarboxamido)benzoyl)hydrazine-1-carbonyl)-3,6-difluorobenzoic acid